(E)-4-(4-(2-(pyren-1-yl)vinyl)phenyl)pyridin-1-ium C1(=CC=C2C=CC3=CC=CC4=CC=C1C2=C34)/C=C/C3=CC=C(C=C3)C3=CC=[NH+]C=C3